ICCCCCCC(CC)I 1,7-diiodononane